FC(OC1CN(C1)C1=CC=NC=C1)F 4-(3-(difluoromethoxy)azetidin-1-yl)pyridin